(2S,4R)-1-(2-(3-acetyl-5-(2-methylpyrimidin-5-yl)-1H-indazol-1-yl)acetyl)4-fluoro-N-(1-(2,2,2-trifluoroethyl)-1H-pyrazol-3-yl)pyrrolidine-2-carboxamide C(C)(=O)C1=NN(C2=CC=C(C=C12)C=1C=NC(=NC1)C)CC(=O)N1[C@@H](C[C@H](C1)F)C(=O)NC1=NN(C=C1)CC(F)(F)F